ClC=1N(C=CN1)COCC[Si](C)(C)C 2-chloro-1-((2-(trimethylsilyl)ethoxy)methyl)-1H-imidazole